ClC=1C=C(C=CC1F)C(C=1N(C(=C(N1)Cl)S(=O)C=N)COCC[Si](C)(C)C)C1=CC(=C(C=C1)F)Cl {2-[bis(3-chloro-4-fluorophenyl)methyl]-4-chloro-1-{[2-(trimethylsilyl)eth-oxy]methyl}-1H-imidazol-5-yl}(imino)methyl-sulfanone